4-cyclopropyl-3-((1R,2S,5S)-3-((S)-3,3-dimethyl-2-(2,2,2-trifluoroacetamido)butanoyl)-6,6-dimethyl-3-azabicyclo[3.1.0]hexane-2-carboxamido)-2-hydroxybutanoic acid C1(CC1)CC(C(C(=O)O)O)NC(=O)[C@@H]1[C@H]2C([C@H]2CN1C([C@H](C(C)(C)C)NC(C(F)(F)F)=O)=O)(C)C